BrCCN1N=CN(C1=O)C1=CC=CC=C1 2-(2-bromoethyl)-2,4-dihydro-4-phenyl-3H-1,2,4-triazol-3-one